(S)-1-(8-((2-amino-3-chloropyridin-4-yl)thio)imidazo[1,2-c]pyrimidin-5-yl)-4'H,6'H-spiro[piperidine-4,5'-pyrrolo[1,2-b]pyrazol]-4'-amine (trifluoroacetate) FC(C(=O)O)(F)F.NC1=NC=CC(=C1Cl)SC=1C=2N(C(=NC1)N1CCC3([C@@H](C=4N(N=CC4)C3)N)CC1)C=CN2